5-[(hexyl)oxy]phenol C(CCCCC)OC=1C=CC=C(C1)O